N2-(3-methoxyphenyl)oxalamide COC=1C=C(C=CC1)NC(C(=O)N)=O